(4aR,5S,8R)-11-benzyloctahydro-1H-5,8-epimino[1,3]-oxazino[3,4-a]azepin-1-one C(C1=CC=CC=C1)N1[C@@H]2[C@@H]3N(C[C@H]1CC2)C(OCC3)=O